N-(5,6-difluoro-1H-indazol-3-yl)-2-methylpyridin FC=1C=C2C(=NNC2=CC1F)N1C(C=CC=C1)C